(E)-4-[2-[[[(3S)-1-[(2S)-2-[[(2S)-3-(2-chlorophenyl)-2-hydroxypropanoyl]amino]propanoyl]hexahydropyridazine-3-carbonyl]amino]-methyl-amino]-7-quinolyl]-2,2-dimethyl-but-3-enoic acid ClC1=C(C=CC=C1)C[C@@H](C(=O)N[C@H](C(=O)N1N[C@@H](CCC1)C(=O)NN(C1=NC2=CC(=CC=C2C=C1)/C=C/C(C(=O)O)(C)C)C)C)O